[N+](=O)([O-])C1=CC=C(/C=C/C2=CC=C(C=C2)C2=NN=C(O2)C2=CC=C(C=C2)N=NC2=CC=C(C=C2)N(CCCC(=O)[O-])CCCC(=O)[O-])C=C1 ((4-((4-(5-(4-((E)-4-nitrostyryl)phenyl)-1,3,4-oxadiazol-2-yl)phenyl)diazenyl)phenyl) azanediyl)bis(ethane-2,1-diyl)diacetate